P(=O)(O)(O)O.C(CCC)[SiH](CCCC)CCCC.C(CCC)[SiH](CCCC)CCCC.C(CCC)[SiH](CCCC)CCCC tri(tributylsilane) phosphate